COC1=C(C(=CC=C1)OC)N1C(=NC=2C1=NC(=CN2)N)C2=NC(=CC=C2)OCC (2,6-dimethoxyphenyl)-2-(6-ethoxypyridin-2-yl)-1H-imidazo[4,5-b]pyrazin-6-amine